4-n-butyl-phenol C(CCC)C1=CC=C(C=C1)O